((2,2-difluorobenzo[d][1,3]dioxan-5-yl)oxy)methan FC1(OCC2=C(O1)C=CC=C2OC)F